FC1=C(C=C(C(=C1)C)C1=CC(=NC(=C1)N1CCOCC1)OCCO)NC(=O)N1CC(CC1)(C)C N-[2-fluoro-5-[2-(2-hydroxyethoxy)-6-(morpholin-4-yl)pyridin-4-yl]-4-methylphenyl]-3,3-dimethylpyrrolidine-1-carboxamide